COC=1C=C(C=CC1OC)CC1(CN(C2=CC(=CC=C2C1O)OC)S(=O)(=O)C1=CC=C(C=C1)C)O 3-[(3,4-dimethoxyphenyl)methyl]-7-methoxy-1-(p-tolylsulfonyl)-2,4-dihydroquinoline-3,4-diol